CC1(OC[C@@H](O1)COC1=C(C=C(C=C1)C#CC1=CC=C(C=C1)O)C)C (S)-4-((4-((2,2-dimethyl-1,3-dioxolan-4-yl)methoxy)-3-methylphenyl)ethynyl)phenol